C(C)(=O)OCCN1C[C@@H]([C@H](CC1)NC(=O)C1=CC(=CC=2N(C=NC21)CC(F)(F)F)C#CCNC=2C(OC)=CC(=C(C2)C(NC)=O)F)C 2-[(3S,4S)-4-(6-{3-[4-(N-methylcarbamoyl)-5-fluoro-2-anisidino]-1-propynyl}-1-(2,2,2-trifluoroethyl)-1H-1,3-benzimidazol-4-ylcarbonylamino)-3-methyl-1-piperidyl]ethyl acetate